sodium myristoyl-methyl-β-alanine C(CCCCCCCCCCCCC)(=O)N(CCC(=O)O)C.[Na]